FC(C(CNC(=O)C=1C(N(N=C(C1)C1=CC=C(C=C1)CC(F)(F)F)C=1C=NC=CC1)=O)O)F (-)-N-(3,3-Difluoro-2-hydroxypropyl)-3-oxo-2-(pyridin-3-yl)-6-[4-(trifluoroethyl)phenyl]-2,3-dihydropyridazine-4-carboxamide